C1=C(C=CC2=CC=CC=C12)N(C1(C=CC(N)(C=C1)N(C1=CC=CC=C1)C1=CC2=CC=CC=C2C=C1)C1=CC=C(N)C=C1)C1=CC=CC=C1 N,N'-bis(naphthalen-2-yl)-N,N'-diphenylbenzidine-1,4-diamine